2-Fluoroethyl-3-((5-methoxy-2-methoxyphenyl)sulfonamido)-7,8-dihydro-1,6-naphthyridine-6(5H)-carboxylate FCCOC(=O)N1CC=2C=C(C=NC2CC1)NS(=O)(=O)C1=C(C=CC(=C1)OC)OC